(rac)-2'-{6-amino-5-[(2-chloro-5-fluorophenyl)methoxy]pyridin-3-yl}-N-ethyl-5',6'-dihydrospiro[pyrrolidine-3,4'-pyrrolo[1,2-b]pyrazole]-1-carboxamide NC1=C(C=C(C=N1)C=1C=C2N(N1)CC[C@]21CN(CC1)C(=O)NCC)OCC1=C(C=CC(=C1)F)Cl |r|